ClC1=C(C=CC=C1)[C@@H]1C[C@@H]([C@H](N1C(=O)C1=CC=C(C=C1)C1=C(C=CC=C1)OC)C(=O)O)C (2S,3S,5S)-5-(2-chlorophenyl)-1-(2'-methoxy-[1,1'-biphenyl]-4-carbonyl)-3-methylpyrrolidine-2-carboxylic acid